C(C)C1=CC=C(C=C1)S(=O)(=O)N[C@@H]([C@H](O)C)C(=O)O N-(p-ethylbenzenesulfonyl)-threonine